S1C(=C(C2=C1C1N(C(C(NC1)([2H])[2H])([2H])[2H])C(C2([2H])[2H])([2H])[2H])[2H])[2H] 4,7,8,9,10,10a-Hexahydro-5H-thieno[2',3':3,4]pyrido[1,2-a]pyrazine-2,3,4,4,5,5,7,7,8,8-d10